C(C1=CC=CC=C1)N1C([C@H](OC2=C1C=C(C(=C2)Br)F)C)=O (2R)-4-benzyl-7-bromo-6-fluoro-2-methyl-2H-1,4-benzoxazin-3-one